NC=1C(NC2=CC=C(C=C2C1C1=C2C=NNC2=C(C=C1)Cl)Cl)=O 3-amino-6-chloro-4-(7-chloro-1H-indazol-4-yl)-1H-quinolin-2-one